CNC(C(=O)OCC)=C ethyl (monomethylamino)acrylate